N1=C2N(C=C1C=1C=C(C=CC1OC1=CC=C(C=C1)C(F)(F)F)S(=O)(=O)NC(C)C)CCC2 3-(6,7-dihydro-5H-pyrrolo[1,2-a]imidazol-2-yl)-N-(propan-2-yl)-4-[4-(trifluoromethyl)phenoxy]benzene-1-sulfonamide